FC(C1=NN=C(S1)C1=NC(=C2N1C=C(C=C2N2CCC1(COC1)CC2)S(=O)(=O)NC2(COC2)C)C)F 3-(5-(difluoromethyl)-1,3,4-thiadiazol-2-yl)-1-methyl-N-(3-methyloxetan-3-yl)-8-(2-oxa-7-azaspiro[3.5]non-7-yl)imidazo[1,5-a]pyridine-6-sulfonamide